ClC1=CC2=C(C(=N1)C)C=C(N2)C2=CC=C(C=C2)S(=O)(=O)C 6-chloro-4-methyl-2-(4-(methylsulfonyl)phenyl)-1H-pyrrolo[3,2-c]pyridine